OC(C)(C)C1=CC2=C(C(NS2(=O)=N)=O)C=C1 6-(2-hydroxypropan-2-yl)-1-imino-2,3-dihydro-1λ6,2-benzothiazole-1,3-dione